C1(=CC=CC=C1)C1=C(C=C(C=N1)C#CC(=O)O)C(F)(F)F 3-[6-phenyl-5-(trifluoromethyl)pyridin-3-yl]prop-2-ynoic acid